C(=O)=C1C=CCC12CCN(CC2)C(=O)OC(C)(C)C tert-butyl 1-carbonyl-8-azaspiro[4.5]dec-2-ene-8-carboxylate